(6-butoxynaphthalen-2-yl)prop-2-enamide C(CCC)OC=1C=C2C=CC(=CC2=CC1)C(C(=O)N)=C